1-(2-hydroxyethyl)-8-methoxy-4,5-dihydro-1H-pyrazolo[4,3-H]quinazoline-3-formic acid methyl ester COC(=O)C1=NN(C2=C1CCC=1C=NC(=NC21)OC)CCO